C(C)(C)OC1=CC2=C(C(C=3N(C4=CC(=CC=C4C3C2=O)C#N)CCOC)(C)C)C=C1OCCOC 9-Isopropoxy-8-(2-methoxy-ethoxy)-5-(2-methoxy-ethyl)-6,6-dimethyl-11-oxo-6,11-dihydro-5H-benzo[b]carbazole-3-carbonitrile